ClC1=NC=2C(CCCC2C(=C1C#N)C)OC=1C=C2C(=NN(C2=CC1)C(=O)OC(C)(C)C)I tert-Butyl 5-((2-chloro-3-cyano-4-methyl-5,6,7,8-tetrahydroquinolin-8-yl)oxy)-3-iodo-1H-indazole-1-carboxylate